COC1=C(C2=CC=CC=C2C=C1)C(O)C1=CC=NC=C1 (2-methoxynaphthalen-1-yl)(pyridin-4-yl)methanol